OCCCNC(=O)C1=NC=CN=C1 pyrazine-2-carboxylic acid (3-hydroxy-propyl)-amide